BrC=1C(=NC(=CC1)Cl)CCO[Si](C1=CC=CC=C1)(C1=CC=CC=C1)C(C)(C)C 3-bromo-2-{2-[(tert-butyldiphenylsilyl)oxy]ethyl}-6-chloropyridine